1-(2-(2-((3r,4r)-3-amino-4-fluoropiperidin-1-yl)-5,6-difluoro-1H-benzo[d]imidazol-1-yl)acetyl)piperidine-4-carboxamide N[C@@H]1CN(CC[C@H]1F)C1=NC2=C(N1CC(=O)N1CCC(CC1)C(=O)N)C=C(C(=C2)F)F